ClC1=NC(=CC2=C(C(=NC=C12)Cl)F)Cl 1,3,6-trichloro-5-fluoro-2,7-naphthyridine